CC1=NOC(=C1C1=CC2=C(N(C(=N2)[C@@H]2CCCC(N2C2=CC(=C(C=C2)OC)F)=O)C2CCC(CC2)OC)C=C1)C (S)-6-(5-(3,5-dimethylisoxazol-4-yl)-1-((1r,4S)-4-methoxycyclohexyl)-1H-benzo[d]imidazol-2-yl)-1-(3-fluoro-4-methoxyphenyl)piperidin-2-one